CC1(CCC2(CCC(O2)OCC(CO)O)CC1)C 3-((8,8-dimethyl-1-oxaspiro[4.5]dec-2-yl)oxy)propane-1,2-diol